2-((butylamino)methyl)benzoic acid C(CCC)NCC1=C(C(=O)O)C=CC=C1